5-(7-(3-(N,S-dimethylsulfonimidoyl)phenyl)furo[3,2-b]pyridin-2-yl)-1-methylpyridin-2(1H)-one CN=S(=O)(C)C=1C=C(C=CC1)C1=C2C(=NC=C1)C=C(O2)C=2C=CC(N(C2)C)=O